C(C)C1(COC1)COCC1=CC=C(C=C1)COCC1(COC1)CC 1,4-bis[(3-ethyl-3-oxetanyl-methoxy)methyl]-benzene